4-bromo-1-(2,2,2-trifluoro-ethyl)pyrazole BrC=1C=NN(C1)CC(F)(F)F